(3S,4R)-4-(2-(5-cyclopropyl-4-fluoro-3,3-dimethyl-2-oxoindolin-1-yl)acetamido)-3-methylpentanoic acid tert-butyl ester C(C)(C)(C)OC(C[C@@H]([C@@H](C)NC(CN1C(C(C2=C(C(=CC=C12)C1CC1)F)(C)C)=O)=O)C)=O